2-[4,6-bis(2,4-dimethylphenyl)-1,3,5-triazine-2-yl]-5-[3-(dodecyloxy)-2-hydroxypropoxy]phenol CC1=C(C=CC(=C1)C)C1=NC(=NC(=N1)C1=C(C=C(C=C1)C)C)C1=C(C=C(C=C1)OCC(COCCCCCCCCCCCC)O)O